FC1=CC=C(C=C1)C1CC(C1)NS(=O)(=O)N1C2=C(SCC1)C(=CN=C2)C2=CC=C(C#N)C=C2 4-(4-((1-(4-fluorophenyl)3-cyclobutylamino)sulfonyl)-3,4-dihydro-2H-pyrido[4,3-b][1,4]thiazin-8-yl)benzonitrile